(S)-2-(1-((tert-butyldiphenylsilyl)oxy)prop-2-yl)-6-(4-chlorophenyl)-4-(1-methyl-1H-pyrazol-4-yl)-2H-pyrazolo[4,3-c]pyridine [Si](C1=CC=CC=C1)(C1=CC=CC=C1)(C(C)(C)C)OC[C@H](C)N1N=C2C(C(=NC(=C2)C2=CC=C(C=C2)Cl)C=2C=NN(C2)C)=C1